Diazolidine C1CNNC1